S1C(=CC=C1)[C@H]1[C@@H](CN(C1)C(=O)OC(C)(C)C)C(NC=1C=C(C=CC1)C1=CC=CC=C1)=O |r| tert-Butyl (±)-trans-4-(thiophen-2-yl)-3-[(biphenyl-3-yl)carbamoyl]pyrrolidine-1-carboxylate